(S)-1-((2-((S)-1-amino-2,2-dicyclopropylethyl)benzo[d]oxazol-5-yl)methyl)-4-(trifluoromethyl)-imidazolidin-2-one N[C@@H](C(C1CC1)C1CC1)C=1OC2=C(N1)C=C(C=C2)CN2C(N[C@@H](C2)C(F)(F)F)=O